C(#N)C=1SC(=CC1C(=O)NC1CC1)C=1C=NN(C1)C1=C(C=C(C=C1Cl)C(C(F)(F)F)(C(F)(F)F)F)Cl 2-cyano-N-cyclopropyl-5-[1-[2,6-dichloro-4-[1,2,2,2-tetrafluoro-1-(trifluoromethyl)ethyl]phenyl]pyrazol-4-yl]thiophene-3-carboxamide